C(C)(C)C1=CC=C(C=C1)C1=CC(=NC=C1)CC1CC12CCNCC2 ((4-(4-isopropylphenyl)pyridin-2-yl)methyl)-6-azaspiro[2.5]octane